2-methyl-[(1-oxo-2-propenyl)amino]-1-propanesulfonic Acid CC(C(S(=O)(=O)O)NC(C=C)=O)C